2-fluoro-4-methyl-5-[8-(morpholin-4-yl)imidazo[1,2-b]pyridazin-6-yl]aniline FC1=C(N)C=C(C(=C1)C)C=1C=C(C=2N(N1)C=CN2)N2CCOCC2